3-(4-(2,5-Diazabicyclo[2.2.2]octan-2-yl)-8-fluoro-2-(((2R,7aS)-2-fluorotetrahydro-1H-pyrrolizin-7a(5H)-yl)methoxy)pyrido[4,3-d]pyrimidin-7-yl)-5-chloro-4-cyclobutylphenol C12N(CC(NC1)CC2)C=2C1=C(N=C(N2)OC[C@]23CCCN3C[C@@H](C2)F)C(=C(N=C1)C=1C=C(C=C(C1C1CCC1)Cl)O)F